[7-[(1R,4R)-2,5-diazabicyclo[2.2.1]Hept-2-yl]Imidazo[1,2-a]Pyridin-3-yl]Hexahydro-pyrimidine-2,4-dione [C@H]12N(C[C@H](NC1)C2)C2=CC=1N(C=C2)C(=CN1)N1C(NC(CC1)=O)=O